2-[4-[4-[(1,3-dioxoisoindolin-2-yl)methyl]-8-(methoxymethyl)-1-oxo-2H-phthalazin-6-yl]-2-methyl-pyrazol-3-yl]benzothiophene-3-carbonitrile O=C1N(C(C2=CC=CC=C12)=O)CC1=NNC(C2=C(C=C(C=C12)C1=C(N(N=C1)C)C=1SC2=C(C1C#N)C=CC=C2)COC)=O